F[C@H]1CN(CC12CCN(CC2)C=2C1=C(N=C(N2)C2=CC=NC=C2)C=NC=C1)C(=O)OC(C)(C)C (R)-tert-butyl 4-fluoro-8-(2-(pyridin-4-yl) pyrido[3,4-d]pyrimidin-4-yl)-2,8-diazaspiro[4.5]decane-2-carboxylate